FC=1C=C(C=CC1C)N1N=C2N=CN=C(C2=C1)N1C[C@@H](NCC1)C(=O)NCC1=CC2=C(SC=C2F)C=C1 (R)-4-(2-(3-fluoro-4-methylphenyl)-2H-pyrazolo[3,4-d]pyrimidin-4-yl)-N-((3-fluorobenzo[b]thiophen-5-yl)methyl)piperazine-2-carboxamide